4-amino-8-(1-ethyl-1H-1,2,4-triazol-5-yl)-7-fluoro-N-propylisoquinoline-3-carboxamide NC1=C(N=CC2=C(C(=CC=C12)F)C1=NC=NN1CC)C(=O)NCCC